6-chloro-N-[5-(2,2-difluoroethoxy)-4-methoxy-pyrimidin-2-yl]-1H-pyrrolo[2,3-b]pyridine ClC1=CC=C2C(=N1)N(C=C2)C2=NC=C(C(=N2)OC)OCC(F)F